(E)-4-(2,4-dimethoxyphenyl)-2,4,7-trimethylocta-2,6-dienal COC1=C(C=CC(=C1)OC)C(/C=C(/C=O)\C)(CC=C(C)C)C